ClC1=C(C=CC(=C1)CNC)N1C=NC(=C1)C1=NC(=NC=C1C(F)(F)F)N[C@@H]1[C@@H](CN(CC1)S(=O)(=O)C1CC1)C 4-(1-(2-Chloro-4-((methylamino)-methyl)phenyl)-1H-imidazol-4-yl)-N-((3R,4S)-1-(cyclopropylsulfonyl)-3-methylpiperidin-4-yl)-5-(trifluoro-methyl)pyrimidin-2-amine